[Si](C)(C)(C(C)(C)C)OCC1=CC(=C(C=C1)N/C(/SCC=O)=N/C([O-])=O)Cl (Z)-(((4-(((tert-butyldimethylsilyl)oxy)methyl)-2-chlorophenyl)amino) ((2-oxoethyl)thio)methylene)carbamate